N(=[N+]=[N-])[C@H](C(=O)N1[C@@H](C[C@H](C1)O)C(=O)NCC1=CC=C(C=C1)C1=C(N=CS1)C)C(C)(C)C (2S,4R)-1-((S)-2-azido-3,3-dimethylbutanoyl)-4-hydroxy-N-(4-(4-methylthiazol-5-yl)benzyl)pyrrolidine-2-carboxamide